CC(CCO)CC(CCC)C 3,5-dimethyloctan-1-ol